COC(=O)C=1NC=C(C1)C=1C=NN(C1)C1=C(C=C(C=C1Cl)C(C(F)(F)F)(C(F)(F)F)F)Cl Methyl-4-{1-[2,6-dichloro-4-(1,1,1,2,3,3,3-heptafluoropropan-2-yl)phenyl]-1H-pyrazol-4-yl}-1H-pyrrole-2-carboxylate